CC1(CC1)S(=O)(=O)N1CCC1 1-((1-methylcyclopropyl)sulfonyl)azetidin